methyl 2-((1s,4s)-4-(tosyloxy)cyclohexyl)acetate S(=O)(=O)(C1=CC=C(C)C=C1)OC1CCC(CC1)CC(=O)OC